ClC1=CC=C2C(=C(NC2=C1C=1C(=NN(C1C)C)C)C(=O)OC(C)(C)C)CCCOC1=CC=CC2=CC(=CC=C12)F tert-butyl 6-chloro-3-(3-((6-fluoronaphthalen-1-yl)oxy)propyl)-7-(1,3,5-trimethyl-1H-pyrazol-4-yl)-1H-indole-2-carboxylate